[O-]CC.[O-]CC.[O-]CC.[Ti+3] titanium triethoxide